C1(CC1)NC1=CC2=C(N=CN(C2=O)[C@H](C)C2=CC=C(C=C2)OC)C(=N1)C1=C(C(=CC=C1C)OC)C 6-(cyclopropylamino)-8-(3-methoxy-2,6-dimethylphenyl)-3-((R)-1-(4-methoxyphenyl)ethyl)pyrido[3,4-d]pyrimidin-4(3H)-one